FC=1C=C(COC=2C=C3N(C(N2)=O)CC24N3CC(C2)C4)C=CC1OC1=CC(=C(C=C1)Cl)C(F)(F)F 3-((3-fluoro-4-(4-chloro-3-(trifluoromethyl)phenoxy)benzyl)oxy)-7,8-dihydro-1H,6H,9H-7,8a-methanopyrrolo[1',2':3,4]imidazo[1,2-c]pyrimidin-1-one